C(C)(=O)OCCCCCCCCCC\C=C/CCCC (Z)-11-Hexadecenyl acetate